C(CC(O)(C(=O)OC1CCCCCCC1)CC(=O)OC1CCCCCCC1)(=O)OC1CCCCCCC1 tricyclooctyl citrate